N-(8,9-difluoro-6-oxo-1,2,3,4,5,6-hexahydrobenzo[c][1,7]naphthyridin-1-yl)-5-bromo-N-methylisoindoline-2-carboxamide FC=1C(=CC2=C(C(NC=3CNCC(C23)N(C(=O)N2CC3=CC=C(C=C3C2)Br)C)=O)C1)F